SC(CC(CC)=O)(C)C 5-MERCAPTO-5-METHYL-3-HEXANONE